3-(5-(Morpholine-4-sulfonamido)pyrazin-2-yl)-N-(4-phenethoxyphenyl)benzamide N1(CCOCC1)S(=O)(=O)NC=1N=CC(=NC1)C=1C=C(C(=O)NC2=CC=C(C=C2)OCCC2=CC=CC=C2)C=CC1